tert-butyl 2-((4-chloro-2-fluorobenzyl) oxy)-3-formyl-5,8-dihydro-1,7-naphthyridine-7(6H)-carboxylate ClC1=CC(=C(COC2=NC=3CN(CCC3C=C2C=O)C(=O)OC(C)(C)C)C=C1)F